N-Methyl-5-[(2S,4S)-2-methyloxan-4-yl]-1-[(1S,2S)-2-methyl-1-(5-oxo-4H-1,2,4-oxadiazol-3-yl)cyclopropyl]-N-phenylindole-2-carboxamide CN(C(=O)C=1N(C2=CC=C(C=C2C1)[C@@H]1C[C@@H](OCC1)C)[C@@]1([C@H](C1)C)C1=NOC(N1)=O)C1=CC=CC=C1